tert-butyl (3R)-3-(p-tolylsulfonyloxymethyl)pyrrolidine-1-carboxylate C1(=CC=C(C=C1)S(=O)(=O)OC[C@H]1CN(CC1)C(=O)OC(C)(C)C)C